3-(1-Oxo-5-(3-(pyridin-2-yl)-1-(tetrahydro-2H-pyran-2-yl)-1H-pyrazol-4-yl)isoindolin-2-yl)piperidine-2,6-dione O=C1N(CC2=CC(=CC=C12)C=1C(=NN(C1)C1OCCCC1)C1=NC=CC=C1)C1C(NC(CC1)=O)=O